ClC1=CC2=C(C(N(C=C2C2=CC(N(C=C2C2=CC=C(C=C2)OC)C)=O)C)=O)N1S(=O)(=O)C1=CC=C(C)C=C1 2-chloro-4-(5-(4-methoxyphenyl)-1-methyl-2-oxo-1,2-dihydropyridin-4-yl)-6-methyl-1-tosyl-1,6-dihydro-7H-pyrrolo[2,3-c]pyridin-7-one